[N+](=O)([O-])C1=CN=C(S1)N1C(CCCCC1)=O 1-(5-nitrothiazol-2-yl)azepan-2-one